FC1=C(CNC2=NC(=NC=C2C(=O)N)NC=2C=NN(C2)C)C(=CC=C1)C(F)(F)F 4-[(2-fluoro-6-(trifluoromethyl)benzyl)amino]-2-[(1-methyl-1H-pyrazol-4-yl)amino]pyrimidin-5-carboxamide